CC1=CC=C(C=C1)S(=O)(=O)OCCCCCC#C Hept-6-yn-1-yl 4-methylbenzenesulfonate